butyl (7-(1-methylcyclopropyl)-quinoline-4-carbonyl)glycinate CC1(CC1)C1=CC=C2C(=CC=NC2=C1)C(=O)NCC(=O)OCCCC